O1C(=CC2=C1C=CC=C2)C(=O)C2=C(C(N(C2C2=CC(=CC=C2)O)C=2SC(=NN2)SCC2=C(C=CC=C2)Cl)=O)O 4-(benzofuran-2-carbonyl)-1-(5-((2-chlorobenzyl)thio)-1,3,4-thiadiazol-2-yl)-3-hydroxy-5-(3-hydroxyphenyl)-1,5-dihydro-2H-pyrrol-2-one